ClC1=NC=C(C(=N1)C1=C(OCCC(C)OC=2C=C(CS(=O)(C)=NC(OC(C)(C)C)=O)C=C(C2)[N+](=O)[O-])C=C(C=C1)F)F tert-butyl {[3-({4-[2-(2-chloro-5-fluoropyrimidin-4-yl)-5-fluorophenoxy]butan-2-yl}oxy)-5-nitrobenzyl](methyl)oxido-sulfanylidene}carbamate